C1(=CC=C(C=C1)N(C1=CC=CC2=C1OC1=C2C=CC=C1)C1=CC=C(C=C1)B1OC(C(O1)(C)C)(C)C)C1=CC=CC=C1 N-([1,1'-biphenyl]-4-yl)-N-(4-(4,4,5,5-tetramethyl-1,3,2-dioxaborolan-2-yl)phenyl)dibenzo[b,d]furan-4-amine